C(C)(C)(C)OC(=O)N1[C@H]2[C@H]([C@H](C[C@@H]1CCC2)OC=2N=NC(=CC2)C2=C(C=C(C=C2)C2=CN(C(O2)=O)C)O)F (1r,2r,3s,5s)-2-fluoro-3-(6-(2-hydroxy-4-(3-methyl-2-oxo-2,3-dihydro-oxazol-5-yl)phenyl)pyridazin-3-yloxy)-9-azabicyclo[3.3.1]nonane-9-carboxylic acid tert-butyl ester